Cl.N(=[N+]=[N-])CCCC(=O)O (4'-azidobutyric acid) hydrochloride